5-[(1S,2S)-2-{[3-chloro-4-(3-methyloxetan-3-yl)phenyl]carbonyl}cyclopropyl]-2H-1,2,3,4-tetrazole ClC=1C=C(C=CC1C1(COC1)C)C(=O)[C@@H]1[C@H](C1)C=1N=NNN1